[N+](=O)([O-])C1=CC=C(NC(CCC(=O)O)=O)C=C1 p-nitrosuccinanilic acid